2-(dodecylthio)-6-methylbenzaldehyde C(CCCCCCCCCCC)SC1=C(C=O)C(=CC=C1)C